tert-butyl 6-(4-(1,6-dimethyl-1H-indazol-7-yl)-3,7,7-trimethyl-5,6,7,8-tetrahydroquinolin-2-yl)-2,6-diazaspiro[3.4]octane-2-carboxylate CN1N=CC2=CC=C(C(=C12)C1=C(C(=NC=2CC(CCC12)(C)C)N1CC2(CN(C2)C(=O)OC(C)(C)C)CC1)C)C